N-(4-fluoro-2-pyridyl)-2,2,3,3-tetramethyl-cyclopropanecarboxamide FC1=CC(=NC=C1)NC(=O)C1C(C1(C)C)(C)C